3-[Benzimidazol-2-ylidene-(4-methoxyphenyl)methyl]-5-[(1-ethylpiperidin-4-yl)amino]-1H-indol-2-ol N=1C(N=C2C1C=CC=C2)=C(C2=C(NC1=CC=C(C=C21)NC2CCN(CC2)CC)O)C2=CC=C(C=C2)OC